3-(7-fluoro-1-methyl-6-(1-(((3R,4R)-3-methylpiperidin-4-yl)methyl)piperidin-4-yl)-1H-indazol-3-yl)piperidine-2,6-dione dihydrochloride Cl.Cl.FC=1C(=CC=C2C(=NN(C12)C)C1C(NC(CC1)=O)=O)C1CCN(CC1)C[C@H]1[C@H](CNCC1)C